CC(CN=C=O)CC(CCN=C=O)(C)C 2,4,4-Trimethylhexamethylene diisocyanate